CCCCC/C=C\C/C=C\CCCCCCCC(=O)OC[C@H](COP(=O)(O)OC[C@@H](C(=O)O)N)OC(=O)CCCCCCC/C=C\C/C=C\C/C=C\CC 1-(9Z,12Z-octadecadienoyl)-2-(9Z,12Z,15Z-octadecatrienoyl)-glycero-3-phosphoserine